C(=O)O.ClC=1C=C(C(=C(C1)O)C1=CC=C2C(=N1)N=C(O2)N2CC=1N=CN=CC1C2)C 5-Chloro-2-[2-(5,7-dihydropyrrolo[3,4-d]pyrimidin-6-yl)oxazolo[4,5-b]pyridin-5-yl]-3-methyl-phenol formic acid salt